CC1=C(C=C(C#N)C=C1)S(=O)(=O)N1CCC2(C[C@H](CO2)N2CCOCC2)CC1 (R)-4-methyl-3-((3-morpholino-1-oxa-8-azaspiro[4.5]dec-8-yl)sulfonyl)benzonitrile